5-(5-(benzyloxy)benzofuran-2-yl)-2-(difluoromethoxy)-7-methylquinoxaline C(C1=CC=CC=C1)OC=1C=CC2=C(C=C(O2)C2=C3N=CC(=NC3=CC(=C2)C)OC(F)F)C1